[Br-].[Br-].C(CCCCCCCCC[N+]1=CC(=C(C=C1)C)C)[N+]1=CC(=C(C=C1)C)C 1,1'-(decane-1,10-diyl)bis(3,4-dimethylpyridin-1-ium) dibromide